N1=C(C=CC=2CCCNC12)CCCCN(CCC(C(=O)O)NC(C1=C(C=CC=C1)C(F)(F)F)=O)CCOCC(F)(F)F 4-[4-(5,6,7,8-tetrahydro-1,8-naphthyridin-2-yl)butyl-[2-(2,2,2-trifluoroethoxy)ethyl]amino]-2-[[2-(trifluoromethyl)benzoyl]amino]butanoic acid